3-[3-methyl-2-oxo-5-[4-(4-piperidylmethyl)piperazin-1-yl]benzimidazol-1-yl]piperidine-2,6-dione CN1C(N(C2=C1C=C(C=C2)N2CCN(CC2)CC2CCNCC2)C2C(NC(CC2)=O)=O)=O